(4-(4-chloro-3-trifluoromethyl-phenoxy)-2,5-dimethyl-phenyl)-N-ethyl-N-methylmethylformamidine ClC1=C(C=C(OC2=CC(=C(C=C2C)N=C(N(C)CC)C)C)C=C1)C(F)(F)F